ClC1=C2C(=NC=C1C(=O)OC)N(C=C2)CCN(C)C Methyl 4-chloro-1-(2-(dimethylamino) ethyl)-1H-pyrrolo[2,3-b]pyridine-5-carboxylate